3-((3-(bromomethyl)-6-fluoropyridin-2-yl)amino)piperidine-2,6-dione BrCC=1C(=NC(=CC1)F)NC1C(NC(CC1)=O)=O